C1(=CC=CC=C1)[Se][C@@H]1C[C@H](N(C1)C(=O)OC(C)(C)C)C(=O)OC 1-(tert-butyl) 2-methyl (2S,4R)-4-(phenylselanyl)pyrrolidine-1,2-dicarboxylate